(2-chloro-4-(4-fluorophenoxy)phenyl)(4-(((3R,6S)-6-(hydroxymethyl)tetrahydro-2H-pyran-3-yl)amino)-1H-pyrrolo[2,3-b]pyridin-3-yl)methanone ClC1=C(C=CC(=C1)OC1=CC=C(C=C1)F)C(=O)C1=CNC2=NC=CC(=C21)N[C@H]2CO[C@@H](CC2)CO